4-[[2-(6-keto-7-oxa-2,5-diazaspiro[3.4]octane-2-carbonyl)-2-azaspiro[3.3]heptane-6-yl]methyl]-2-(trifluoromethyl)benzonitrile O=C1NC2(CN(C2)C(=O)N2CC3(C2)CC(C3)CC3=CC(=C(C#N)C=C3)C(F)(F)F)CO1